BrC=1N=CSC1C(=O)N(C(C(=O)NC1CCCCC1)C=1C=NC=CC1)C1=CC=C(C=C1)C(C)(C)C 4-bromo-N-(4-tert-butylphenyl)-N-[2-(cyclohexylamino)-2-oxo-1-(3-pyridyl)ethyl]thiazole-5-carboxamide